1',5,5-trimethyl-2',4-dioxo-6'-(trifluoromethyl)spiro[cyclohexane-1,3'-indolin] CN1C(C2(C3=CC=C(C=C13)C(F)(F)F)CCC(C(C2)(C)C)=O)=O